COC1=NC=C(C=C1B(O)O)C 2-METHOXY-5-METHYLPYRIDINE-3-BORONIC ACID